BrC=1C=C(C=C(C1)C(=O)O)C(=O)O 5-bromo-1,3-benzenedicarboxylic acid